3-(tert-butyl)-7-chloro-8-fluoropyrido[4,3-d]pyrimidin-2,4(1H,3H)-dione C(C)(C)(C)N1C(NC2=C(C1=O)C=NC(=C2F)Cl)=O